O=C(C(=O)OCC)NCC(C1=CC=C(C=C1)C)=O ethyl 2-oxo-2-((2-oxo-2-(p-tolyl)ethyl)amino)acetate